2-(o-Methoxyphenyl)-4,5-diphenylimidazole COC1=C(C=CC=C1)C=1NC(=C(N1)C1=CC=CC=C1)C1=CC=CC=C1